FC1=CC=C(CN2C(=NC3=C2C(=CC(=C3)C=O)OC)C3=CC=2C=4N3CCN(C4C=CC2)CCCO)C=C1 (1-(4-fluorobenzyl)-2-(1-(3-hydroxypropyl)-2,3-dihydro-1H-pyrrolo[1,2,3-de]quinoxalin-5-yl)-7-methoxy-1H-benzo[d]imidazol-5-yl)methanone